CC1=C(N=NN1C1=C(C=CC=C1)C)C(=O)NC1=NC2=CC=C(C=C2C=C1)CN1CCC(CC1)N1CCN(CC1)C 5-methyl-N-(6-((4-(4-methylpiperazin-1-yl)piperidin-1-yl)methyl)quinolin-2-yl)-1-(o-tolyl)-1H-1,2,3-triazole-4-carboxamide